N-(7-cyano-4-fluoro-1-(1-methylcyclobutyl)-1H-benzo[d]imidazol-2-yl)-2-(2,2,3,3-tetrafluorocyclobutyl)acetamide C(#N)C1=CC=C(C2=C1N(C(=N2)NC(CC2C(C(C2)(F)F)(F)F)=O)C2(CCC2)C)F